BrC=1C=NC=C(C1C)OC1CCC(CC1)C 3-bromo-4-methyl-5-(4-methylcyclohexyloxy)pyridine